1-[(8aS)-6-Chloro-5-(2-chlorophenyl)-8a,9,11,12-tetrahydropyrazino[2',1':3,4][1,4]oxazepino[5,6,7-de]quinazolin-10(8H)-yl]prop-2-en-1-one ClC1=C2C3=C(N=CN=C3C=C1C1=C(C=CC=C1)Cl)N1[C@H](CO2)CN(CC1)C(C=C)=O